C(CCC)P(CCCC)(CCCC)=O tri(n-butyl)phosphine oxide